C1(CC1)C([C@@H](C(NC1=NN(C=C1)CC1C(NCC1)=O)=O)NC(=O)C=1N(N=CC1)C(C)C)C1CC1 N-[(1S)-1-(dicyclopropylmethyl)-2-oxo-2-[[1-[(2-oxopyrrolidin-3-yl)methyl]pyrazol-3-yl]amino]ethyl]-2-isopropyl-pyrazole-3-carboxamide